CC1=CC(=NN1)NC=1C2=C(N=C(N1)NC1CC3CCC(C1)N3CCC#N)SC(=C2)SN2CCOCC2 3-((3-exo)-3-((4-((5-methyl-1H-pyrazol-3-yl)amino)-6-morpholinothiothieno[2,3-d]pyrimidin-2-yl)amino)-8-azabicyclo[3.2.1]oct-8-yl)propionitrile